6-chloro-8-(4-(4-methylpiperazin-1-yl)phenyl)-9H-purine ClC1=C2N=C(NC2=NC=N1)C1=CC=C(C=C1)N1CCN(CC1)C